4-(2-((R)-1-(2-(pyridin-2-yl)propan-2-yl)-3-((R or S)-2,2,2-trifluoro-1-hydroxyethyl)pyrrolidin-3-yl)ethyl)benzonitrile N1=C(C=CC=C1)C(C)(C)N1C[C@@](CC1)([C@H](C(F)(F)F)O)CCC1=CC=C(C#N)C=C1 |o1:14|